O=C1NC(CCC1N1C(C2=CC=CC(=C2C1=O)NCC1=CC(=C(CN2CCN(CC2)C2=NC=C(C#N)C=C2)C=C1)C)=O)=O 6-(4-(4-((2-(2,6-dioxopiperidin-3-yl)-1,3-dioxoisoindolin-4-ylamino)methyl)-2-methylbenzyl)piperazin-1-yl)nicotinonitrile